2-((4-(6-((4-Chloro-2-fluorobenzyl)oxy)pyridin-2-yl)piperidin-1-yl)methyl)-7-(difluoromethoxy)-1-(fluoromethyl)-1H-benzo[d]imidazole-5-carboxylic acid ClC1=CC(=C(COC2=CC=CC(=N2)C2CCN(CC2)CC2=NC3=C(N2CF)C(=CC(=C3)C(=O)O)OC(F)F)C=C1)F